CS(=O)(=N)C DIMETHYLSULFOXIMINE